C(C)(=O)OCC(C)OC(C)=O propyleneglycol diacetate